NC1=NC=C(C(=N1)C)C1=CC=C(C[N+]2=NOC(=C2)[N-]C(NC2=CC(=NC=C2)C(F)(F)F)=O)C=C1 (3-(4-(2-Amino-4-methylpyrimidin-5-yl)benzyl)-1,2,3-oxadiazol-3-ium-5-yl)((2-(trifluoromethyl)pyridin-4-yl)carbamoyl)amide